COC([C@@H](NC(C(C)Cl)=O)COC(C)(C)C)=O O-(tert-butyl)-N-(2-chloropropionyl)-L-serine methyl ester